O=C1NC(CCC1NC1=CC=C(C=C1)C1CCN(CC1)CC(=O)N1CCN(CC1)C1=CC=C(C=N1)C=1C=C2C(=NC1)NC=C2C(=O)C=2C(=C(C=CC2F)C(CC)S(=O)(=O)N)F)=O [3-[5-[6-[4-[2-[4-[4-[(2,6-dioxo-3-piperidyl)amino]phenyl]-1-piperidyl]acetyl]piperazin-1-yl]-3-pyridyl]-1H-pyrrolo[2,3-b]pyridine-3-carbonyl]-2,4-difluoro-phenyl]propane-1-sulfonamide